O1CCOC12CCC(CC2)S=C(C)O.C(C2CO2)OCCC[Si](OC)(OC)C=CCCC γ-glycidoxypropyl-propylvinyldimethoxysilane S-1,4-Dioxaspiro[4.5]decan-8-yl-ethanethioate